C(C1=CC=CC=C1)OC=1C2=C(N=C(N1)OC[C@H]1N(CCC1)C)CN(CC2)C(=O)OC(C)(C)C tert-butyl 4-benzyloxy-2-[[(2S)-1-methylpyrrolidin-2-yl]methoxy]-6,8-dihydro-5H-pyrido[3,4-d]pyrimidine-7-carboxylate